CC1=CN(C(C2=CC=C(C=C12)C1=NC=C(C=N1)C(F)(F)F)=O)CCC[C@H](C)NC=1C=NN(C(C1C(F)(F)F)=O)COCC[Si](C)(C)C 4-methyl-2-[(4S)-4-[[6-oxo-5-(trifluoromethyl)-1-(2-trimethylsilylethoxymethyl)pyridazin-4-yl]amino]pentyl]-6-[5-(trifluoromethyl)pyrimidin-2-yl]isoquinolin-1-one